ClC=1C(=NNC1C(=O)N1CC(CC1)C1=CC(=C(C=C1)F)F)C1=CN=NC=C1 (4-chloro-3-pyridazin-4-yl-1H-pyrazol-5-yl)-[3-(3,4-difluorophenyl)pyrrolidin-1-yl]methanone